The molecule is a galactotriose that is beta-D-galactopyranose in which the hydroxy groups at positions 2 and 6 have been converted to the corresponding beta-D-galactopyranosyl derivatives. It derives from a beta-D-Galp-(1->2)-beta-D-Galp and a beta-(1->6)-galactobiose. C([C@@H]1[C@@H]([C@@H]([C@H]([C@@H](O1)OC[C@@H]2[C@@H]([C@@H]([C@H]([C@@H](O2)O)O[C@H]3[C@@H]([C@H]([C@H]([C@H](O3)CO)O)O)O)O)O)O)O)O)O